[Si](C)(C)(C(C)(C)C)OC[C@]([C@@H](CC(=C)C)O)(C)C=1C(=NC(=NC1)SC)Cl |o1:9,10| rel-(2S,3R)-1-((tert-butyldimethylsilyl)oxy)-2-(4-chloro-2-(methylthio)pyrimidin-5-yl)-2,5-dimethylhex-5-en-3-ol